4-((4-(2-Cyclopropyloxazol-4-yl)pyridine-2-yl)((4-(5-methoxy-6-methylpyridin-2-yl)cyclohexyl)methyl)carbamoyl)cyclohexyl-cis-3-hydroxyazetidine-1-carboxylate C1(CC1)C=1OC=C(N1)C1=CC(=NC=C1)N(C(=O)C1CCC(CC1)OC(=O)N1CC(C1)O)CC1CCC(CC1)C1=NC(=C(C=C1)OC)C